(2-((2-((4-(6-amino-2-azaspiro[3.3]heptan-2-yl)-3-methylphenyl)amino)-5-methoxypyrimidin-4-yl)amino)phenyl)dimethylphosphine oxide NC1CC2(CN(C2)C2=C(C=C(C=C2)NC2=NC=C(C(=N2)NC2=C(C=CC=C2)P(C)(C)=O)OC)C)C1